C(C)(C)(C)OC([C@@H](CC=1C=NC=C(C1)CC=C)[C@@H]1CN(CC1)C(=O)OC(C)(C)C)=O tert-butyl (3R)-3-[(2S)-1-(tert-butoxy)-1-oxo-3-[5-(prop-2-en-1-yl)pyridin-3-yl]prop-2-yl]pyrrolidine-1-carboxylate